5-((5-(4-(((1R,3S)-3-aminocyclopentyl)oxy)-2-hydroxy-6-methylpyridin-3-yl)-1H-pyrazol-3-yl)amino)pyrazine-2-carbonitrile formate salt C(=O)O.N[C@@H]1C[C@@H](CC1)OC1=C(C(=NC(=C1)C)O)C1=CC(=NN1)NC=1N=CC(=NC1)C#N